C1(=CC=CC=C1)C1=C(C=CC=C1)O 2-Phenyl-Phenol